FCCCOC[C@@H]1[C@H](C1)COC1=C(C=CC(=N1)C(=O)N[C@H](CO)CC(C)C)N1CC(C1)OC 6-({(1S,2S)-2-[(3-fluoropropoxy)methyl]cyclopropyl}methoxy)-N-[(2S)-1-hydroxy-4-methylpent-2-yl]-5-(3-methoxyazetidin-1-yl)pyridine-2-carboxamide